1-benzyl-4,4-difluoro-piperidine-3-carboxylic acid C(C1=CC=CC=C1)N1CC(C(CC1)(F)F)C(=O)O